4-[(4-{3-(cyanomethyl)-3-[4-(5-fluoro-1H-pyrrolo[2,3-b]pyridin-4-yl)-1H-pyrazol-1-yl]azetidin-1-yl}piperidin-1-yl)carbonyl]-3-fluorobenzonitrile C(#N)CC1(CN(C1)C1CCN(CC1)C(=O)C1=C(C=C(C#N)C=C1)F)N1N=CC(=C1)C1=C2C(=NC=C1F)NC=C2